(Z)-3-(1-(4-amino-2-fluorobut-2-en-1-yl)-6-(pyrrolidin-1-carbonyl)-1H-benzo[d][1,2,3]triazol-4-yl)-4-methoxy-N-methylbenzenesulfonamide NC\C=C(\CN1N=NC2=C1C=C(C=C2C=2C=C(C=CC2OC)S(=O)(=O)NC)C(=O)N2CCCC2)/F